F[C@H]1C(CCCC1)N[C@@H]1[C@H](CCCC1)CC=1C=C2CN(C(C2=CC1)=O)C1C(NC(CC1)=O)=O 3-(5-(((1R,2S)-2-(((2R)-2-fluorocyclohexyl)amino)cyclohexyl)methyl)-1-oxoisoindolin-2-yl)piperidine-2,6-dione